OCCCCOC=C hydroxybutyl-vinylether